di(1-methylheptyl)phosphinic acid CC(CCCCCC)P(O)(=O)C(CCCCCC)C